C(=O)(O)C=1C=C(C=C(C1)C(=O)O)C1=CC=C(C=C1)C=1C=C(C=C(C1)C1=CC=C(C=C1)C1=CC(=CC(=C1)C(=O)O)C(=O)O)C1=CC=C(C=C1)C1=CC(=CC(=C1)C(=O)O)C(=O)O 5''-(3',5'-dicarboxy-[1,1'-biphenyl]-4-yl)-[1,1':4',1'':3'',1''':4''',1''''-quinquephenyl]-3,3'''',5,5''''-tetracarboxylic acid